4-bromo-2-(6-azaspiro[2.5]oct-6-ylbenzoyl)-2-(4,4-difluoropiperidin-1-yl)-6-methylpyrimidine-4-carboxamide BrC1(NC(NC(=C1)C)(N1CCC(CC1)(F)F)C(C1=C(C=CC=C1)N1CCC2(CC2)CC1)=O)C(=O)N